8-methyl-6-(3-oxa-9-azaspiro[5.5]undec-9-yl)-2-thieno[2,3-c]pyridin-5-yl-3-(2-trimethylsilylethoxymethyl)pyrido[3,2-d]pyrimidin-4-one CC1=CC(=NC2=C1N=C(N(C2=O)COCC[Si](C)(C)C)C=2C=C1C(=CN2)SC=C1)N1CCC2(CCOCC2)CC1